C(C1=CC=CC=C1)OC1CC(C1)C=1N=NC(=CC1OC)Cl 3-(3-(benzyloxy)cyclobutyl)-6-chloro-4-methoxypyridazine